C1=CC=CC=2C3=CC=CC=C3N(C12)C1=C(C(=C(C(=C1N1C2=CC=CC=C2C=2C=CC=CC12)C1=NC(=NC(=N1)C1=CC=CC=C1)C1=CC=CC=C1)N1C2=CC=CC=C2C=2C=CC=CC12)N1C2=CC=CC=C2C=2C=CC=CC12)C=1OC2=C(N1)C=CC=C2 2-(2,3,5,6-tetra(9H-carbazol-9-yl)-4-(4,6-diphenyl-1,3,5-triazin-2-yl)phenyl)benzo[d]oxazole